3-(biphenyl-2-yl)-7-bromo-5,5-diphenyl-5H-dibenzo[b,d]silole C1(=C(C=CC=C1)C=1C=CC2=C([Si](C3=C2C=CC(=C3)Br)(C3=CC=CC=C3)C3=CC=CC=C3)C1)C1=CC=CC=C1